1-Methyl-1-ethylpyrrolidinium cyanid [C-]#N.C[N+]1(CCCC1)CC